Calcium-Magnesium carbonate C([O-])([O-])=O.[Mg+2].[Ca+2].C([O-])([O-])=O